C1(=CC=CC=C1)C1=NC(=NC(=N1)C1=CC=CC=C1)C1=CC(=C(C=C1)C1=CC=C(C=C1)C=1C=NC=CC1)C=1C2=CC=CC=C2C=2C=CC=CC2C1 4,6-Diphenyl-2-[2-(phenanthr-9-yl)-4'-(3-pyridyl)biphenyl-4-yl]-1,3,5-triazine